FC(CCS(=O)(=O)N1C[C@H](CC1)N1C(N=C2C1=C1C(N=C2)=NC=C1)[C@@H](C)O)(F)F (R)-1-(1-((S)-1-((3,3,3-trifluoropropyl)sulfonyl)pyrrolidin-3-yl)imidazo[4,5-d]pyrrolo[2,3-b]pyridine-2-yl)ethanol